methyl 2-amino-4-bromo-5-fluoro-3-methylbenzoate NC1=C(C(=O)OC)C=C(C(=C1C)Br)F